FC1=C(C(=CC=C1C#CC=1C=NC=C(C1)OC)O)N1CC(NS1(=O)=O)=O 5-(2-fluoro-6-hydroxy-3-((5-methoxypyridin-3-yl)ethynyl)phenyl)-1,2,5-thiadiazolidin-3-one 1,1-dioxide